C(C)OC(=O)\N=C/CONC=O (Z)-N-[(ethoxycarbonyl)imino]ethoxyformamide